2-amino-4-cyclopropyl-N-(4-((dimethylamino)methyl)benzyl)butanamide dihydrochloride Cl.Cl.NC(C(=O)NCC1=CC=C(C=C1)CN(C)C)CCC1CC1